C(C1=CC=CC=C1)OC(=O)N1[C@H]2CC(C[C@@H]1CC2)NC2=NC=C(C(=N2)C2=CNC1=C(C(=CC=C21)C#N)P(=O)(C)C)C(F)(F)F (1R,3R,5S)-3-((4-(6-cyano-7-(dimethylphosphoryl)-1H-indol-3-yl)-5-(trifluoromethyl)pyrimidin-2-yl)amino)-8-azabicyclo[3.2.1]Octane-8-carboxylic acid benzyl ester